C(C)(C)[C@H]1OC=2C(=NC(=C(C2)OCCCOC)OC)C=2N(C(C(=CC21)C(=O)O)=O)C |r| (RS)-6-Isopropyl-2-methoxy-3-(3-methoxypropoxy)-10-methyl-9-oxo-9,10-dihydro-6H-pyrano[3,2-b:4,5-b']dipyridine-8-carboxylic acid